C(C1=CC=CC=C1)(=O)C1=CC(=CC(=C1)C(C1=CC=CC=C1)=O)C(C1=CC=CC=C1)=O 1,3,5-tribenzoylbenzene